2-(3-(7-chloro-6-(4-((4-hydroxycyclohexyl)oxy)phenyl)-2-oxo-1,2-dihydroquinolin-3-yl)phenyl)acetic acid ClC1=C(C=C2C=C(C(NC2=C1)=O)C=1C=C(C=CC1)CC(=O)O)C1=CC=C(C=C1)OC1CCC(CC1)O